methyl 5-(2-formyl-1H-imidazol-1-yl)pentanoate C(=O)C=1N(C=CN1)CCCCC(=O)OC